3-[4-[3-[4-[(3R,5R)-5-[(5-bromo-1-methyl-6-oxo-pyridazin-4-yl)amino]-1-methyl-3-piperidyl]benzoyl]-3,9-diazaspiro[5.5]undecan-9-yl]phenoxy]piperidine-2,6-dione BrC1=C(C=NN(C1=O)C)N[C@@H]1C[C@@H](CN(C1)C)C1=CC=C(C(=O)N2CCC3(CC2)CCN(CC3)C3=CC=C(OC2C(NC(CC2)=O)=O)C=C3)C=C1